C1(CC(C(CC1)C(C)C)O)(C)CCCCCCCC(=O)O menthol-octanoic acid